3-(5-cyclobutyl-1,3-thiazol-2-yl)-5-[(2R)-tetrahydrofuran-2-ylmethoxy]-N-{(1R)-1-[2-(trifluoromethyl)pyrimidin-5-yl]ethyl}benzamide C1(CCC1)C1=CN=C(S1)C=1C=C(C(=O)N[C@H](C)C=2C=NC(=NC2)C(F)(F)F)C=C(C1)OC[C@@H]1OCCC1